4-cyano-4-methylpiperidin C(#N)C1(CCNCC1)C